methyl 6-amino-3-(2-hydroxyphenyl)-5H,7H,8H,9H-pyridazino[3,4-b]indole-6-carboxylate NC1(CC=2C3=C(NC2CC1)N=NC(=C3)C3=C(C=CC=C3)O)C(=O)OC